CC1=CC=CN2C(C(=CC=C12)C(=O)O)=O 9-methyl-4-oxo-4H-quinolizine-3-carboxylic acid